3-(3-fluorophenyl)-1-methyl-1H-indole-6-carboxylic acid FC=1C=C(C=CC1)C1=CN(C2=CC(=CC=C12)C(=O)O)C